CN1C(C(=CC2=C1N=C(N=C2)NC2=CC=C(C=C2)N2CCN(CC2)C)OC2=C(C=CC=C2)[N+](=O)[O-])=O 8-methyl-2-[4-(4-methylpiperazin-1-yl)anilino]-6-(2-nitrophenoxy)pyrido[2,3-d]pyrimidin-7-one